FC=1C=C(C=CC1OC)CC=O (3-FLUORO-4-METHOXYPHENYL)ACETALDEHYDE